(8-bromo-7-methoxy-4-isoquinolinyl)-3-[(4-methoxyphenyl)methyl]Hexahydropyrimidine BrC=1C(=CC=C2C(=CN=CC12)N1CN(CCC1)CC1=CC=C(C=C1)OC)OC